ClC1=CC=C(C=C1)C1CC[C@H](N1C(C1=CC(=CC=C1)OC)=O)C(=O)O (2S)-5-(4-chlorophenyl)-1-(3-methoxybenzoyl)pyrrolidine-2-carboxylic acid